FC1=C(C=C(C=C1)NC=1N=C(C2=C(N1)NC=C2)C2=CN(C1=CC=CC=C21)C)[N+](=O)[O-] N-(4-fluoro-3-nitrophenyl)-4-(1-methyl-1H-indol-3-yl)-7H-pyrrolo[2,3-d]pyrimidin-2-amine